C(C)(C)C1=C(C=CC=C1)C1N(C(CN(C1)C(C)C1=CC=CC=C1)=O)C1CC2(C1)CCN(CC2)C(=O)OC(C)(C)C tert-butyl 2-(2-(2-isopropylphenyl)-6-oxo-4-(1-phenylethyl) piperazin-1-yl)-7-azaspiro[3.5]nonane-7-carboxylate